(3-(4,4-difluoropiperidine-1-carbonyl)quinolin-8-yl)-2'-methylspiro[cyclobutane-1,1'-isoindolin]-3'-one FC1(CCN(CC1)C(=O)C=1C=NC2=C(C=CC=C2C1)C1=C2C(N(C3(C2=CC=C1)CCC3)C)=O)F